N=1N(N=C2C1C=CC=C2)C=2C=C(C=C(C2O)C(C)(C)C)CCC(=O)Cl 3-(3-(2H-benzo[d][1,2,3]triazol-2-yl)-5-(tert-butyl)-4-hydroxyphenyl)propionyl chloride